4-(7,8-dichloro-4-(1H-imidazol-1-yl)quinolin-2-yl)-1-methylpiperazine-2-carboxylic acid methyl ester COC(=O)C1N(CCN(C1)C1=NC2=C(C(=CC=C2C(=C1)N1C=NC=C1)Cl)Cl)C